ClC1=C(C=CC(=C1)F)C1=CC=NC2=CC(=CC=C12)O[C@@H](C(=O)N1CCCC1)C (2R)-2-[[4-(2-chloro-4-fluoro-phenyl)-7-quinolyl]oxy]-1-pyrrolidin-1-yl-propan-1-one